(5R,8S)-1-fluoro-N-(3-methyl-4-(trifluoromethyl)phenyl)-6,7,8,9-tetrahydro-5H-5,8-epiminocyclohepta[c]pyridine-10-carboxamide FC1=NC=CC2=C1C[C@@H]1CC[C@H]2N1C(=O)NC1=CC(=C(C=C1)C(F)(F)F)C